C1(CC1)C=1C=NN(C1C1=NC=C2C(=N1)N(N=C2)CC2=CC=C(C=C2)C=2N(C=C(N2)C(F)(F)F)CC)CC 6-(4-cyclopropyl-1-ethyl-1H-pyrazol-5-yl)-1-(4-(1-ethyl-4-(trifluoromethyl)-1H-imidazol-2-yl)benzyl)-1H-pyrazolo[3,4-d]pyrimidine